CC1=NC2=C(C=CC=C2C=C1)O Methyl-8-hydroxy-chinolin